N-(4-Cyclopropylbutyl)-5-(4-methoxyphenyl)-3,3-dimethylmorpholine-4-carboxamide C1(CC1)CCCCNC(=O)N1C(COCC1C1=CC=C(C=C1)OC)(C)C